(R)-(5-(1-methylcyclopropyl)-1,3,4-oxadiazol-2-yl)(4-(pyrazolo[1,5-a]pyridin-2-yl)-6,7-dihydro-1H-imidazo[4,5-c]pyridin-5(4H)-yl)methanone CC1(CC1)C1=NN=C(O1)C(=O)N1[C@H](C2=C(CC1)NC=N2)C2=NN1C(C=CC=C1)=C2